1-(3,4-dichlorobenzyl)-5-(2-(3-(2,4-difluorobenzyloxy)-3-phenylpropylsulfinyl)-6-methylpyrimidin-4-yl)-3-fluoropyridin-2(1H)-one ClC=1C=C(CN2C(C(=CC(=C2)C2=NC(=NC(=C2)C)S(=O)CCC(C2=CC=CC=C2)OCC2=C(C=C(C=C2)F)F)F)=O)C=CC1Cl